O=C1NC(CCC1NC(=O)C=1N=NC(=CC1)N1CCC2(CCN(C2)C2CCN(CC2)C2=CC=C(C=C2)[N+](=O)[O-])CC1)=O N-(2,6-dioxo-3-piperidyl)-6-[2-[1-(4-nitrophenyl)-4-piperidyl]-2,8-diazaspiro[4.5]decan-8-yl]pyridazine-3-carboxamide